2-hydroxy-6-(2-(propionamidomethyl)cyclopropyl)phenethyl 2-(2-hydroxyethyl)-3-(2-(propionamidomethyl)cyclopropyl)phenyl carbonate C(OCCC1=C(C=CC=C1C1C(C1)CNC(CC)=O)O)(OC1=C(C(=CC=C1)C1C(C1)CNC(CC)=O)CCO)=O